C1(CCCC1)C1=C(N=CN1CC1=CC2=C(N(C(N2C)=O)C)C=C1)C1CC1 5-[(5-cyclopentyl-4-cyclopropyl-imidazol-1-yl)methyl]-1,3-dimethyl-benzimidazol-2-one